N1=C(C=CC(=C1)C(C(=O)O)C)C=1C=NC=CC1 2-([2,3'-bipyridin]-5-yl)propionic acid